C(\C=C(/C)\CCC[C@H](C)CCC[C@H](C)CCCC(C)C)C(O)C(O)CO phytyl-glycerol